[Li+].[Li+].C(C)(C)(C)C1(C(CCCC1)C(=O)[O-])C(=O)[O-] tert-butylcyclohexane-1,2-dicarboxylic acid, dilithium salt